butyl (2-((2-(2,6-dioxopiperidin-3-yl)-1,3-dioxoisoindolin-4-yl)amino)ethyl)carbamate O=C1NC(CCC1N1C(C2=CC=CC(=C2C1=O)NCCNC(OCCCC)=O)=O)=O